9,9'-(3,5-bis(4,6-diphenylpyrimidin-2-yl)-1,2-phenylene)bis(3,6-diphenyl-9H-carbazole) C1(=CC=CC=C1)C1=NC(=NC(=C1)C1=CC=CC=C1)C=1C(=C(C=C(C1)C1=NC(=CC(=N1)C1=CC=CC=C1)C1=CC=CC=C1)N1C2=CC=C(C=C2C=2C=C(C=CC12)C1=CC=CC=C1)C1=CC=CC=C1)N1C2=CC=C(C=C2C=2C=C(C=CC12)C1=CC=CC=C1)C1=CC=CC=C1